(S)-N'-((2'-methoxy-6-methyl-[3,4'-bipyridin]-2-yl)carbamoyl)-6,6-dimethyl-6,7-dihydro-5H-pyrazolo[5,1-b][1,3]oxazine-3-sulfonimidamide COC1=NC=CC(=C1)C=1C(=NC(=CC1)C)NC(=O)N=[S@@](=O)(N)C=1C=NN2C1OCC(C2)(C)C